7-bromo-2,3-dihydro-1-benzothiophen-3-one BrC1=CC=CC=2C(CSC21)=O